tert-butyl 3-methoxy-5-[1-oxo-2-(prop-2-enoyl)-2,3-dihydro-1H-isoindol-4-yl]-1H-indazole-1-carboxylate COC1=NN(C2=CC=C(C=C12)C1=C2CN(C(C2=CC=C1)=O)C(C=C)=O)C(=O)OC(C)(C)C